N-{4-[4-(5-chloro-2-methylphenyl)piperazinyl]-cis-2-butenyl}-benzoAzolin-2-one-5-carboxamide ClC=1C=CC(=C(C1)N1CCN(CC1)C\C=C/CNC(=O)C=1C=CC2=C(CC(N2)=O)C1)C